ClC1=C(NC(C)C)C=C(C=C1)C(C)C 2-chloro-N,5-diisopropylaniline